BrCCCCCC1(CC1)C(=O)O 1-(5-bromopentyl)cyclopropane-1-carboxylic acid